(S)-1'-(6-amino-5-((2-amino-3-chloropyridin-4-yl)thio)-3-fluoropyrazin-2-yl)-1,3-dihydrospiro[inden-2,4'-piperidin]-1-amine NC1=C(N=C(C(=N1)N1CCC2(CC1)[C@@H](C1=CC=CC=C1C2)N)F)SC2=C(C(=NC=C2)N)Cl